C(C)(C)(C)OC(=O)N1CC(C(C1)C1=CC=CC=C1)C=O 3-formyl-4-phenylpyrrolidine-1-carboxylic acid tert-butyl ester